FC1=C(C=CC(=C1)F)C=1C(=NN2C1N=C(C=C2O)C=2C=NC(=CC2)C(F)(F)F)C.[K] Potassium 3-(2,4-difluorophenyl)-2-methyl-5-(6-(trifluoromethyl)pyridin-3-yl)pyrazolo[1,5-a]pyrimidin-7-ol